N(CC(COC1=CC2=CC=CC=C2C=C1)O)(CC(COC1=CC2=CC=CC=C2C=C1)O)CC(COC1=CC2=CC=CC=C2C=C1)O 3,3',3''-nitrilotris(1-(naphthalen-2-yloxy)propan-2-ol)